2,4-dimethylfluorene CC1=CC=2CC3=CC=CC=C3C2C(=C1)C